CC(CCl)OC(C)CCl bis-(2-chloroisopropyl) ether